CN([C@@H]1C(C(=C([C@]2(C(C3=C(C4=C(C=CC=C4C([C@H]3[C@@H]([C@@H]12)O)=C)O)O)=O)O)O)C(=O)N)=O)C (4S,4aR,5S,5aR,12aR)-4-(dimethylamino)-1,5,10,11,12a-pentahydroxy-6-methylene-3,12-dioxo-4,4a,5,5a-tetrahydrotetracene-2-carboxamide